(1S,3R)-1-(4-bromo-2,6-difluorophenyl)-3,5-dimethyl-2-(2,2,2-trifluoroethyl)-1,2,3,4-tetrahydroisoquinolin-6-amine BrC1=CC(=C(C(=C1)F)[C@H]1N([C@@H](CC2=C(C(=CC=C12)N)C)C)CC(F)(F)F)F